palladium (II) bis(1,1'-biphenyl-2-yl)butylphosphine methanesulfonate CS(=O)(=O)[O-].C1(=C(C=CC=C1)C(CCCP)C1=C(C=CC=C1)C1=CC=CC=C1)C1=CC=CC=C1.[Pd+2].CS(=O)(=O)[O-]